7-Bromo-2-[(2R)-3-(3,4-dihydro-1H-isoquinolin-2-yl)-2-hydroxy-propyl]-4,5-dihydro-3H-2-Benzazepine-1-one BrC=1C=CC2=C(CCCN(C2=O)C[C@@H](CN2CC3=CC=CC=C3CC2)O)C1